NC1=C(C=C(C=N1)NC(C(=O)N(CC1=NC=C(C=C1)C(F)(F)F)[C@@H](C)C1=NC=CC=C1F)=O)C (S)-N1-(6-amino-5-methylpyridin-3-yl)-N2-(1-(3-fluoropyridin-2-yl)ethyl)-N2-((5-trifluoromethylpyridin-2-yl)methyl)oxalamide